OC1(C(OC2=C(C=CC(=C2C1=O)OC)C=CC(C)C)(C1=CC=CC=C1)O)O trihydroxy-5-methoxy-8-(gamma,gamma-dimethyl-propenyl)flavanone